C1CCC2=C(C=3CCCC3C=C12)NC(=O)N=[S@@](=O)(N)C=1C=NC(=CC1)C(C)(C)O (S)-N'-((1,2,3,5,6,7-hexahydro-s-indacen-4-yl)carbamoyl)-6-(2-hydroxypropan-2-yl)pyridine-3-sulfonimidamide